2-[(2R)-2-[[4-amino-3-(2-fluoro-4-phenoxy-phenyl)pyrazolo[3,4-d]pyrimidin-1-yl]methyl]pyrrolidine-1-carbonyl]-4-methyl-4-morpholino-pent-2-enenitrile NC1=C2C(=NC=N1)N(N=C2C2=C(C=C(C=C2)OC2=CC=CC=C2)F)C[C@@H]2N(CCC2)C(=O)C(C#N)=CC(C)(N2CCOCC2)C